1,1-Bis(2-oxolanyl)ethan O1C(CCC1)C(C)C1OCCC1